4-((((4-chloro-6-isopropylpyrimidin-5-yl)carbamoyl)imino)(2,5-dichloro-6-(2-fluorophenyl)pyridin-3-yl)methyl)-3-methylpiperazine-1-carboxylate ClC1=NC=NC(=C1NC(=O)N=C(N1C(CN(CC1)C(=O)[O-])C)C=1C(=NC(=C(C1)Cl)C1=C(C=CC=C1)F)Cl)C(C)C